2-(((1-(3-((1-(4-chlorophenyl)-2-oxo-2-(6'-(trifluoromethoxy)spiro[cyclopropane-1,3'-indolin]-1'-yl)ethyl)amino)-5-methoxyphenyl)ethylidene)amino)oxy)-N-hydroxy-2-methylpropanamide ClC1=CC=C(C=C1)C(C(N1CC2(C3=CC=C(C=C13)OC(F)(F)F)CC2)=O)NC=2C=C(C=C(C2)OC)C(C)=NOC(C(=O)NO)(C)C